N-[(6-Amino-2-pyridyl)sulfonyl]-5-methyl-6-(2-methylpyrrolidin-1-yl)-2-(2,4,6-trimethylphenoxy)pyridin-3-carboxamid NC1=CC=CC(=N1)S(=O)(=O)NC(=O)C=1C(=NC(=C(C1)C)N1C(CCC1)C)OC1=C(C=C(C=C1C)C)C